methylbenzimidazole trifluoroacetate FC(C(=O)O)(F)F.CC=1NC2=C(N1)C=CC=C2